dinitrobisphenol A CC(C)(C1=CC(=C(C=C1)O)[N+](=O)[O-])C2=CC(=C(C=C2)O)[N+](=O)[O-]